N1=C(C=CC=C1)C1OCCCNC1 2-(Pyridin-2-yl)-1,4-oxazepane